tert-butyl (2S)-2-amino-3-cyclopropyl-propanoate N[C@H](C(=O)OC(C)(C)C)CC1CC1